C[C@H]1[C@@H](C[C@H]([C@@H](O1)OCCCCCCC(=O)O)O)OC(=O)C2=CNC3=CC=CC=C32 The molecule is a 4-O-(1H-indol-3-ylcarbonyl)ascaroside derived from 7-hydroxyheptanoic acid. It is a metabolite of the nematode Caenorhabditis elegans. It has a role as a Caenorhabditis elegans metabolite. It is a 4-O-(1H-indol-3-ylcarbonyl)ascaroside, a monocarboxylic acid and an omega-hydroxy fatty acid ascaroside. It derives from a 7-hydroxyheptanoic acid.